4,4'-diamino-3,3'-bistrifluoromethyl-biphenyl ethyl-[methyl]acrylate C(C)C=C(C(=O)O)C.NC1=C(C=C(C=C1)C1=CC(=C(C=C1)N)C(F)(F)F)C(F)(F)F